4-(2,3-dihydro-1,4-benzodioxin-6-yl)-1,3-oxazol O1CCOC2=C1C=CC(=C2)C=2N=COC2